C(C=C)N1N=NN=C1NC(C1=C(N=C(C=C1)C(F)(F)F)COCC1=NN(C=N1)C)=O N-(1-allyl-1H-tetrazol-5-yl)-2-(((1-methyl-1H-1,2,4-triazol-3-yl)methoxy)methyl)-6-(trifluoromethyl)nicotinamide